CC=1C2=C(N=C(N1)NC1=C(C=C(C=C1)C1=NN=CN1CCC#C)[N+](=O)[O-])C(=NC=C2)NCC(C)(C)C methyl-N2-(4-(4-(but-3-yn-1-yl)-4H-1,2,4-triazol-3-yl)-2-nitrophenyl)-N8-neopentylpyrido[3,4-d]pyrimidine-2,8-diamine